C(C1=CC=CC=C1)[N+]1=CN=CC=C1 benzylpyrimidinium